FC(C)(F)C1=CC=C(C(=N1)C(=O)OCC)C(=O)OCC diethyl 6-(1,1-difluoroethyl)pyridine-2,3-dicarboxylate